N-[trans-(7RS,9RS)-9-[3-(benzimidazol-1-yl)propanoylamino]-3-cyclopropyl-5-(2-methylpropylsulfamoyl)-8,9-dihydro-7H-cyclopenta[h]isoquinolin-7-yl]pyridine-3-carboxamide N1(C=NC2=C1C=CC=C2)CCC(=O)N[C@@H]2C[C@H](C1=CC(=C3C=C(N=CC3=C12)C1CC1)S(NCC(C)C)(=O)=O)NC(=O)C=1C=NC=CC1 |r|